sodium calcium borate hydroxide salt [OH-].B([O-])([O-])O.[Ca+2].[Na+]